2-((1R,3S)-3-(3-amino-1H-pyrazol-5-yl)cyclopentyl) 3-(tert-butyl) 2,3-diazabicyclo[2.2.1]heptane-2,3-dicarboxylate C12N(N(C(CC1)C2)C(=O)OC(C)(C)C)C(=O)O[C@H]2C[C@H](CC2)C2=CC(=NN2)N